N12NCCC=C2CCC1 5-diazabicyclo(4.3.0)-nonene